tert-butyl (S)-(1-(2-(3-amino-3-oxopropyl)hydrazineyl)-3-(bicyclo[1.1.1]pentan-1-yl)-1-oxopropan-2-yl)carbamate NC(CCNNC([C@H](CC12CC(C1)C2)NC(OC(C)(C)C)=O)=O)=O